C(C)(C)(C)OC(=O)N1C(CC[C@@H](C1)C)=O.C(C)(C)(C)[Si](C1=CC=CC=C1)(C1=CC=CC=C1)OCC(CC=C)(F)F tert-butyl-[(2,2-difluoropent-4-en-1-yl)oxy]diphenylsilane tert-butyl-(S)-5-methyl-2-oxopiperidine-1-carboxylate